C(#N)C=1C=C(C=CC1OC(C)C)C1=CN(C2=NC=CC(=C21)OC2=C(C=C(C=C2)NC(=S)NCCCO)C(F)(F)F)COCC[Si](C)(C)C N-{4-[(3-{3-cyano-4-[(propan-2-yl)oxy]phenyl}-1-{[2-(trimethylsilyl)ethoxy]methyl}-1H-pyrrolo[2,3-b]pyridin-4-yl)oxy]-3-(trifluoromethyl)phenyl}-N'-(3-hydroxypropyl)thiourea